propyleneglycol tertiary butyl ether C(C)(C)(C)OCC(C)O